tert-butyl 8-fluoro-7-methoxy-2,3,4,5-tetrahydro-1H-pyrido[3,2-b]indole-1-carboxylate FC1=CC=2C3=C(NC2C=C1OC)CCCN3C(=O)OC(C)(C)C